(1R,2S,5S)-3-(diphenylcarbamoyl)-8-(methyl-(quinoline-2-ylmethyl)carbamoyl)-3,8-diazabicyclo[3.2.1]octane-2-carboxylic acid C1(=CC=CC=C1)N(C(=O)N1[C@@H]([C@H]2CC[C@@H](C1)N2C(N(CC2=NC1=CC=CC=C1C=C2)C)=O)C(=O)O)C2=CC=CC=C2